4-iodo-1-(3-(methoxymethyl)bicyclo[1.1.1]pentan-1-yl)-1H-pyrazole IC=1C=NN(C1)C12CC(C1)(C2)COC